[Si](C)(C)(C(C)(C)C)OCCC[Li] [3-[[tert-butyldimethylsilyl]oxy]propyl]-lithium